N-(4-bromo-3-iodophenyl)-4-((3-ethylmorpholino)sulfonyl)benzamide BrC1=C(C=C(C=C1)NC(C1=CC=C(C=C1)S(=O)(=O)N1C(COCC1)CC)=O)I